2-(4-(4-((2,6-dioxopiperidin-3-yl)amino)phenyl)piperidin-1-yl)acetic acid hydrochloride Cl.O=C1NC(CCC1NC1=CC=C(C=C1)C1CCN(CC1)CC(=O)O)=O